C1(C(=CC(N1)=O)SSC=1C(=O)NC(C1)=O)=O Dithiobismaleimide